C1(=CC=C(C=C1)CCNC([C@H](CC(C)C)NC(=O)[C@H]1N(CCC1)C([C@H]([C@@H](CC(C)C)N)O)=O)=O)C1=CC=CC=C1 (S)-N-((S)-1-((2-([1,1'-biphenyl]-4-yl)ethyl)amino)-4-methyl-1-oxopentan-2-yl)-1-((2S,3R)-3-amino-2-hydroxy-5-methylhexanoyl)pyrrolidine-2-carboxamide